C(C)(C)(C)N(C(O)=O)C=1C=CC2=C(CN(C[C@H](O2)CC)CC2=CC=C(C=C2)OC)N1.C(C=C)(=O)NC1(C(C=CC=C1)C=C(C(=O)N)C)C(F)(F)F 2-acrylamido-2-trifluoromethylphenyl-methacrylamide tert-butyl-[(2R)-2-ethyl-4-(4-methoxybenzyl)-2,3,4,5-tetrahydropyrido[2,3-f][1,4]oxazepin-7-yl]carbamate